diazobenzidine-2,2'-disulfonic acid [N+](=[N-])=NC=1C=C(C(=CC1)C=1C(=CC(N)=CC1)S(=O)(=O)O)S(=O)(=O)O